BrC(C)C=1C=C(C=C2C(C=C(OC12)N1CCC(CC1)(C)C)=O)C(F)(F)F 8-(1-bromoethyl)-2-(4,4-dimethyl-1-piperidyl)-6-(trifluoromethyl)chromen-4-one